C(C)(C)SP(=S)(OC(C)C)[O-] diisopropyldithiophosphat